C(C)OC1=CC=CC(=N1)C1=CC(=C(C(=C1)F)N1CCC(CC1)CCC(=O)O)F 3-{1-[4-(6-ethoxy-pyridin-2-yl)-2,6-difluoro-phenyl]-piperidin-4-yl}-propionic acid